(S)-2-amino-3-(1H-tetrazol-5-yl)propionic acid N[C@H](C(=O)O)CC1=NN=NN1